N[C@@H](C)C(=O)O.[Zn] Zinc alanine